beryllium fluoride [F-].[Be+2].[F-]